4-((1,3-bis(methylsulfonyl)-1,3-dihydro-2H-imidazol-2-ylidene)triaz-1-en-yl)benzoic acid CS(=O)(=O)N1C(N(C=C1)S(=O)(=O)C)=NN=NC1=CC=C(C(=O)O)C=C1